CC=1C=C(C2=C(C=C(O2)CNC(=O)C=2C=NN3C2N=CC=C3)C1)C(=O)OCC(F)(F)F 2,2,2-Trifluoroethyl 5-methyl-2-((pyrazolo[1,5-a]pyrimidine-3-carboxamido)methyl)benzofuran-7-carboxylate